BrC1=CC2=C(N=C(S2)C2=C(SC=3CN(CCC32)C(=O)OC(C)(C)C)N(CC(CNC(C)C)=O)C(=O)OC(C)(C)C)C=C1 tert-butyl 3-(6-bromobenzo[d]thiazol-2-yl)-2-((tert-butoxycarbonyl)(3-(isopropylamino)-2-oxopropyl)amino)-4,7-dihydrothieno[2,3-c]pyridine-6(5H)carboxylate